FC(C1=NC=CC=C1SC1=CC=CO1)(F)F 5-((2-(trifluoromethyl)pyridin-3-yl)thio)furan